(8R,9S)-N-(4-methoxyphenyl)-9-{4-[2-(pyridin-2-yl)ethynyl]phenyl}-1,6-diazabicyclo[6.2.0]decane-6-carboxamide COC1=CC=C(C=C1)NC(=O)N1CCCCN2C[C@@H]([C@@H]2C1)C1=CC=C(C=C1)C#CC1=NC=CC=C1